CN1C(N(CC1)C1CC2CN(C1CC2)C=2N=NC(=C(N2)NC2=CC=C(C=C2)C2CCNCC2)C(=O)N)=O (6-(3-methyl-2-oxoimidazolin-1-yl)-2-azabicyclo[2.2.2]octane-2-yl)-5-((4-(piperidin-4-yl)phenyl)amino)-1,2,4-triazine-6-carboxamide